(R)-1-(1-(cyclopropanecarbonyl)-3-methylazetidin-3-yl)-N-(1-(3-(difluoromethyl)-2-fluorophenyl)ethyl)-4-((1-methylpiperidin-4-yl)amino)-6-oxo-1,6-dihydropyridine-3-carboxamide C1(CC1)C(=O)N1CC(C1)(C)N1C=C(C(=CC1=O)NC1CCN(CC1)C)C(=O)N[C@H](C)C1=C(C(=CC=C1)C(F)F)F